CC1=C(C=CC(=C1CC)OCC)O 2-methyl-3-ethyl-4-ethoxyphenol